CC=1C=C(C=CC1OC1=C(C=CC=C1)C)NC(=O)NC1=CC=CC=C1 1-[3-methyl-4-(2-methylphenoxy)phenyl]-3-phenylurea